1-[[[(3-aminopropoxy)carbonyl]oxy]methyl]-1-[2-[(4-chlorophenyl)phenylmethoxy]ethyl]piperidinium chloride hydrochloride Cl.[Cl-].NCCCOC(=O)OC[N+]1(CCCCC1)CCOC(C1=CC=CC=C1)C1=CC=C(C=C1)Cl